bis-(trifluoromethylsulfonyl)amine FC(S(=O)(=O)NS(=O)(=O)C(F)(F)F)(F)F